Cl.Cl.N1=CN=CC2=C1NC(C=C2)=O pyrido[2,3-d]pyrimidin-7(8H)-one dihydrochloride